2-amino-4-(3-chlorophenyl)cyclobutanol TFA salt OC(=O)C(F)(F)F.NC1C(C(C1)C1=CC(=CC=C1)Cl)O